C[C@H]1NCCOC2=C1C=CC(=C2)C(=O)OCC Ethyl (R)-5-methyl-2,3,4,5-tetrahydrobenzo[f][1,4]oxazepine-8-carboxylate